(β-hydroxyethoxy)benzene OCCOC1=CC=CC=C1